ClC=1C=C2C(=CC1)N(C(C21CCN(CC1)C(COC1=CC=C(C=C1)S(=O)(=O)C)C)=O)C1CC(C1)O 5-chloro-1'-[1-(4-methanesulfonylphenoxy)propan-2-yl]-1-[3-hydroxycyclobutyl]-1,2-dihydrospiro[indole-3,4'-piperidin]-2-one